ClC=1C=C2CCCN(C2=C(C1)C1=C2C(=NC=C1)C(=C(S2)COC2OCCCC2)F)C2CN(CC2)C(=O)OC(C)(C)C tert-butyl 3-(6-chloro-8-(3-fluoro-2-(((tetrahydro-2H-pyran-2-yl)oxy)methyl)thieno[3,2-b]pyridin-7-yl)-3,4-dihydroquinolin-1(2H)-yl)pyrrolidine-1-carboxylate